perfluoro-3-heptene FC(C(C(=C(C(C(C(F)(F)F)(F)F)(F)F)F)F)(F)F)(F)F